[Zr].N1=C(C=CC=C1C1=C(C=CC=C1)C=1SC=C(C1O)C1=CC=CC=C1)C1=C(C=CC=C1)C=1SC=C(C1O)C1=CC=CC=C1 [2,2'-(pyridine-2,6-diylbis(2,1-phenylene))bis(4-phenylthiophen-3-ol)] zirconium